(diphenylfluorenyl)[(naphthobenzofuranyl)phenyl]anthracene C1(=CC=CC=C1)C=1C(=C(C=2CC3=CC=CC=C3C2C1)C1=C(C2=CC3=CC=CC=C3C=C2C=C1)C1=C(C=CC=C1)C1=COC=2C1=CC=C1C2C=CC2=CC=CC=C21)C2=CC=CC=C2